O1CCN(CC1)CC=1SC=C(N1)CSC1=C2CN(C(C2=CC=C1)=O)C1C(NC(CC1)=O)=O 3-(4-(((2-(morpholinomethyl)thiazol-4-yl)methyl)thio)-1-oxoisoindolin-2-yl)piperidine-2,6-dione